C(C)(C)(C)C=1C(=C(C=C(C1)CCC(=O)O)C)O β-(5-tert.butyl-4-hydroxy-3-methylphenyl)propionic acid